3-(1-(3-(5,6,7,8-tetrahydro-1,8-naphthyridin-2-yl)propyl)-1H-pyrazol-3-yl)propanoic acid N1=C(C=CC=2CCCNC12)CCCN1N=C(C=C1)CCC(=O)O